ClC1=CC(=C(OC=2C=C(C=C(C2)C)C=2C3=C(C(N(C2)C)=O)NC(=C3)C(=O)NC3CCC(CC3)(F)F)C(=C1)C)C 4-(3-(4-chloro-2,6-dimethylphenoxy)-5-methylphenyl)-N-(4,4-difluorocyclohexyl)-6-methyl-7-oxo-6,7-dihydro-1H-pyrrolo[2,3-c]pyridine-2-carboxamide